BrCC(=O)C=1C=NC(=CC1)C(C)(C)F 2-bromo-1-(6-(2-fluoroprop-2-yl)pyridin-3-yl)ethan-1-one